C(C1=CC=CC=C1)N1C=C(C2=CC=CC=C12)C(C(=O)O)C N-benzylindol-3-yl-propanoic ACID